Methyl (E)-3-(5-(4-fluoro-3-methoxyphenyl)isoxazol-3-yl)acrylate FC1=C(C=C(C=C1)C1=CC(=NO1)/C=C/C(=O)OC)OC